(1-(3-bromopyridin-2-yl)cyclopropyl)methanamine BrC=1C(=NC=CC1)C1(CC1)CN